N-[4-(cyclopropylmethoxy)-2-methyl-3-(6-methyl-7-oxo-6,7-dihydro-1H-pyrrolo[2,3-c]pyridin-4-yl)phenyl]methanesulfonamide C1(CC1)COC1=C(C(=C(C=C1)NS(=O)(=O)C)C)C=1C2=C(C(N(C1)C)=O)NC=C2